N=1N(N=C2C1C=CC=C2)C=2C=C(C=C(C2O)C(C)(C)C)CCC(=O)O 3-[3-(2H-Benzotriazol-2-yl)-5-tert-butyl-4-hydroxyphenyl]propionic acid